ClC1=CC=C(C=C1)SC=1N([C@H]2[C@H](O)[C@H](O)[C@@H](CO)O2)C=2N(C3N(C(C2N1)=O)C=CN3)C3=CC=CC=C3 8-(4-chlorophenylthio)-3-phenyl-1,N2-ethenoguanosine